FC=1C=CC(=NC1)NC1=NC=C(C(=O)NOC)C(=C1)NC1=C(C(=CC=C1)C1=NN(C=C1)C)OCC(F)(F)F 6-((5-fluoropyridin-2-yl)-amino)-N-methoxy-4-((3-(1-methyl-1H-pyrazol-3-yl)-2-(2,2,2-trifluoroethoxy)-phenyl)amino)nicotinamide